O([C@H]1[C@H](O)[C@H](O)[C@@H](O)[C@@H](O1)C)[C@H]1[C@H](O)[C@H](O)[C@@H](O)[C@@H](O1)C alpha-L-rhamnopyranosyl-(1→3) alpha-L-rhamnopyranoside